C(=C)C1=CC=[N+](C=C1)CCCS(=O)(=O)O 4-vinyl-1-(3-sulfopropyl)pyridinium